1-(3'-(2-(4,7-diazaspiro[2.5]octan-7-yl)pyridin-4-yl)-3-chloro-5'-fluoro-2'-hydroxy-[1,1'-biphenyl]-4-yl)-3-methyl-1H-imidazol-2(3H)-one C1CC12NCCN(C2)C2=NC=CC(=C2)C=2C(=C(C=C(C2)F)C2=CC(=C(C=C2)N2C(N(C=C2)C)=O)Cl)O